N1CC(C1)N1N=CC(=C1)C=1C=NC=2C=CN3C(C2C1)=NC(=C3C)C3=C(C=CC=C3Cl)Cl 9-(1-(azetidin-3-yl)-1H-pyrazol-4-yl)-2-(2,6-dichlorophenyl)-3-methylimidazo[2,1-f][1,6]naphthyridine